C1C=CC2=C1C=CC1=C3C=CC(=CC3=CC(=C21)O)O 1H-cyclopenta[1,2-a]phenanthrene-4,7-diol